C(C)(C)(C)OC(=O)N1CCN(CC1)C1=C(C(=CC=C1)N)[N+](=O)[O-] 4-(3-amino-2-nitrophenyl)-piperazine-1-carboxylic acid tert-butyl ester